NCC(CN1N=C2N(C=CC(=C2)C#CC=2C=NN(C2)C)C1=O)=C(F)F 2-[2-(aminomethyl)-3,3-difluoro-allyl]-7-[2-(1-methylpyrazol-4-yl)ethynyl]-[1,2,4]triazolo[4,3-a]pyridin-3-one